N1C[C@@H](CCC1)C(=O)OC[C@@H]1C[C@H]2N(CCC3=CC(=C(C=C23)OC)OC)C[C@H]1CC(C)C [(2R,3S,11bR)-9,10-dimethoxy-3-(2-methylpropyl)-1H,2H,3H,4H,6H,7H,11bH-pyrido[2,1-a]isoquinolin-2-yl]methyl (3R)-piperidine-3-carboxylate